C(=O)C1=C(C2=CC=CC=C2C=C1)/C(/C=C/C(=O)OC1=CC=CC=C1)=C\C1=CC=CC=C1 phenyl (2E,4Z)-4-(2-formylnaphthalen-1-yl)-5-phenyl-2,4-pentadienoate